MonoketeneMonocarbonyl-curcumin C(=C=O)C(=O)C(C(/C=C/C=1C=C(OC)C(=CC1)O)=O)C(=O)\C=C\C1=CC=C(O)C(OC)=C1